N-(2-naphthoyl)piperazine-1-carboxamide hydrochloride Cl.C1=C(C=CC2=CC=CC=C12)C(=O)NC(=O)N1CCNCC1